2-(3-benzoylphenyl)acetonitrile C(C1=CC=CC=C1)(=O)C=1C=C(C=CC1)CC#N